ClC=1C=C2C(C(=CN(C2=CC1N1[C@H](CCC1)COC1=NC=CC=C1Cl)C=1C=C2C=NNC2=CC1)C(=O)O)=O (R)-6-chloro-7-(2-(((3-chloropyridin-2-yl)oxy)methyl)pyrrolidin-1-yl)-1-(1H-indazol-5-yl)-4-oxo-1,4-dihydro-quinoline-3-carboxylic acid